BrC1=CC2=C(N=C(N=C2N[C@H](C)C=2C(=C(C=CC2)C(C(C(C)C)=O)(F)F)F)C)C=N1 1-(3-{(1R)-1-[(6-bromo-2-methylpyrido[3,4-d]pyrimidin-4-yl)amino]ethyl}-2-fluorophenyl)-1,1-difluoro-3-methylbutan-2-one